(4-((6,7-dimethoxyquinazolin-4-yl)oxy)-2-fluorophenyl)-N-(4-methoxyphenyl)-2-oxoacetamide COC=1C=C2C(=NC=NC2=CC1OC)OC1=CC(=C(C=C1)C(C(=O)NC1=CC=C(C=C1)OC)=O)F